(R)-5-((1-(3-(difluoromethyl)-2-fluorophenyl)ethyl)amino)-3-iodo-1-methyl-1,8-naphthyridin-2(1H)-one FC(C=1C(=C(C=CC1)[C@@H](C)NC1=C2C=C(C(N(C2=NC=C1)C)=O)I)F)F